6-chloro-3-(((R)-1-(2-cyano-3-((1R,5S,6R)-6-(methoxymethyl)-3-azabicyclo[3.1.0]hexan-3-yl)-7-methylquinoxalin-5-yl)ethyl)amino)picolinic acid ClC1=CC=C(C(=N1)C(=O)O)N[C@H](C)C1=C2N=C(C(=NC2=CC(=C1)C)C#N)N1C[C@H]2C([C@H]2C1)COC